N-[(S)-(4,4-Difluorocyclohexyl)-[6-[(1R)-1-(4,4,4-trifluorobutanoylamino)ethyl]-1H-benzimidazol-2-yl]methyl]-2-(2-methoxyethyl)triazole-4-carboxamide FC1(CCC(CC1)[C@H](NC(=O)C1=NN(N=C1)CCOC)C1=NC2=C(N1)C=C(C=C2)[C@@H](C)NC(CCC(F)(F)F)=O)F